4-(3-chlorophenyl)-3,4-dihydro-naphthalen-2(1H)-one ClC=1C=C(C=CC1)C1CC(CC2=CC=CC=C12)=O